Benzyl (3-((tert-butyldiphenylsilyl)oxy)-2-hydroxypropyl)carbamate [Si](C1=CC=CC=C1)(C1=CC=CC=C1)(C(C)(C)C)OCC(CNC(OCC1=CC=CC=C1)=O)O